butyric acid, ethyl ester C(CCC)(=O)OCC